Ethyl 5-chloro-3-(1-((1-(2-((4-chlorophenyl)sulfonamido)ethyl)piperidin-4-yl)methyl)-1H-1,2,3-triazol-4-yl)-1H-indole-2-carboxylate ClC=1C=C2C(=C(NC2=CC1)C(=O)OCC)C=1N=NN(C1)CC1CCN(CC1)CCNS(=O)(=O)C1=CC=C(C=C1)Cl